pyrimidin-2-yl-acetamide N1=C(N=CC=C1)CC(=O)N